ClC=1C=C(C=CC1OC)C1=C(C=C(C=C1F)N=C=O)C=1N=NN(N1)C(C1=CC=CC=C1)(C1=CC=CC=C1)C1=CC=CC=C1 5-(3'-chloro-6-fluoro-4-isocyanato-4'-methoxy-[1,1'-biphenyl]-2-yl)-2-trityl-2H-tetrazole